FC(C1=NC(=NC(=N1)C(F)(F)F)C1(NCCC2=C1NC1=CC=C(C=C21)Cl)CC(COC)COC)(F)F [4,6-bis(trifluoromethyl)-1,3,5-triazin-2-yl]-6-chloro-1-[3-methoxy-2-(methoxymethyl)propyl]-2,3,4,9-tetrahydro-1H-pyrido[3,4-b]indole